C(C)(=O)NC=1SC(=CN1)CC1=CC=C(C=C1)N1C=NN(C1=O)C\C(\CNC(OC(C)(C)C)=O)=C\F tert-butyl (E)-(2-((4-(4-((2-acetamidothiazol-5-yl)methyl)phenyl)-5-oxo-4,5-dihydro-1H-1,2,4-triazol-1-yl)methyl)-3-fluoroallyl)carbamate